6-(6-chloro-1-((2-(trimethylsilyl)ethoxy)methyl)-1H-pyrrolo[2,3-b]pyridin-3-yl)-5-methoxyimidazo[1,2-a]pyridine ClC1=CC=C2C(=N1)N(C=C2C=2C=CC=1N(C2OC)C=CN1)COCC[Si](C)(C)C